7-nitro-3,4-dihydro-2H-benzo[b][1,4]oxazine [N+](=O)([O-])C=1C=CC2=C(OCCN2)C1